FC1=C(C=C(C=C1)C(C)=O)C(F)(F)F 4'-FLUORO-3'-(TRIFLUOROMETHYL)ACETOPHENONE